Cl[Cu] The molecule is an inorganic chloride of copper in which the metal is in the +1 oxidation state. It has a role as a molluscicide and an agrochemical. It is an inorganic chloride and a copper molecular entity. It contains a copper(1+).